S1C(=NC=C1)C[C@H](N)C(=O)O 3-thiazolylalanine